tert-butyl (2-formyl-1-methyl-1H-indol-3-yl)carbamate C(=O)C=1N(C2=CC=CC=C2C1NC(OC(C)(C)C)=O)C